COC1=CC=C2[C@H](CCOC2=C1)N[S@@](=O)C(C)(C)C (S)-N-[(S)-7-methoxychroman-4-yl]-2-methylpropan-2-sulfinamide